C(COCC(=O)OCC=C)(=O)OCC=C Diallyl diglycolate